(-)-trans-4-(4-Fluorophenyl)-3-(3-hydroxy-4-methoxyphenoxymethyl)piperidine Methyl-(2-chloro-5-nitropyrimidin-4-yl)-L-isoleucinate CN([C@@H]([C@@H](C)CC)C(=O)O)C1=NC(=NC=C1[N+](=O)[O-])Cl.FC1=CC=C(C=C1)[C@H]1[C@@H](CNCC1)COC1=CC(=C(C=C1)OC)O